N(=C=O)CCCCCCCCN=C=O 1,8-diisocyanato-octane